BrCC(C(C(C(N)(N)C)(C)C)(C)C)(C)Br dibromohexamethyl-pentandiamine